6-fluoro-5-(trifluoromethoxy)naphthalen-2-ol FC=1C(=C2C=CC(=CC2=CC1)O)OC(F)(F)F